3-(5-(bromomethyl)-1-Oxoisoindolin-2-yl)piperidine-2,6-dione BrCC=1C=C2CN(C(C2=CC1)=O)C1C(NC(CC1)=O)=O